NC=1SC=C(N1)/C(/C(=O)N[C@H]1[C@H]2SCC=C(N2C1=O)C(=O)O)=C/CC(=O)O (6R,7R)-7-((Z)-2-(2-amino-4-thiazolyl)-4-carboxycrotonamido)-8-oxo-5-thia-1-azabicyclo(4.2.0)oct-2-ene-2-carboxylic acid